FC1=CC2=C(N(N=N2)C2=CC=C(C=C2)N2[C@@H](COCC2)C2=CC=CC=C2)C(=C1O)F (R)-5,7-Difluoro-1-(4-(3-phenylmorpholino)phenyl)-1H-benzo[d][1,2,3]triazol-6-ol